(S)-4-(7-(5-cyano-4-methylthiazol-2-yl)-5-(2-fluorophenyl)-7H-pyrrolo[2,3-d]pyrimidin-4-yl)-3-methylpiperazine-1-carboxylic acid tert-butyl ester C(C)(C)(C)OC(=O)N1C[C@@H](N(CC1)C=1C2=C(N=CN1)N(C=C2C2=C(C=CC=C2)F)C=2SC(=C(N2)C)C#N)C